oxospiro[indoline-3,3'-pyrrolidine]-4'-carbonitrile O=C1NCC(C12CNC1=CC=CC=C12)C#N